(S)-6-fluoro-3-((3-fluorobenzyl)amino)-5-(1-(naphthalen-2-yl)ethyl)-4H-benzo[e][1,2,4]thiadiazine 1,1-dioxide FC=1C=CC2=C(NC(=NS2(=O)=O)NCC2=CC(=CC=C2)F)C1[C@@H](C)C1=CC2=CC=CC=C2C=C1